C1(CCCC1)C(CC(=O)N[C@@H](COC(F)F)C1=CC(=CC=C1)OC(F)F)O 3-cyclopentyl-N-((R)-2-(difluoromethoxy)-1-(3-(difluoromethoxy)phenyl)ethyl)-3-hydroxypropanamide